(4aS,5aS)-3-(5-Fluoro-1H-pyrazolo[3,4-b]pyridin-4-yl)-2-(5-fluoropyridin-2-yl)-4,4a,5,5a-tetrahydrocyclopropa[4,5]pyrrolo[1,2-b]pyrazole FC=1C(=C2C(=NC1)NN=C2)C2=C1N(N=C2C2=NC=C(C=C2)F)[C@@H]2[C@H](C1)C2